NC(C)(C)C1CCC(CC1)C(=O)OC Methyl (1r,4r)-4-(2-aminopropan-2-yl)cyclohexane-1-carboxylate